2,6-bis[4-(S)-tert-butyl-5,5-dimethyl-2-oxazolyl]pyridine C(C)(C)(C)C1=NC(OC1(C)C)C1=NC(=CC=C1)C1OC(C(=N1)C(C)(C)C)(C)C